4,4,9-trimethyl-4-azonia-7-oxo-8-oxa-dec-9-ene-1-sulfonate C[N+](CCCS(=O)(=O)[O-])(CCC(OC(=C)C)=O)C